ClC=1C(=C(C=CC1)NC1=C(C(=O)NC2=CC=C(C=C2)N2CCNCC2)C=CC(=C1)Cl)C ((3-chloro-2-methylphenyl)amino)-4-chloro-N-(4-(piperazin-1-yl)phenyl)benzamide